2-((4-amino-3-nitrophenyl) amino)-6-propylpyrimidin-4-ylmethanesulfonate NC1=C(C=C(C=C1)NC1=NC(=CC(=N1)CS(=O)(=O)[O-])CCC)[N+](=O)[O-]